N-(5-(4-fluorophenyl)-1-methyl-3-propyl-1H-pyrazolo[4,3-d]pyrimidin-7-yl)-5-nitrothiophene-2-carboxamide FC1=CC=C(C=C1)C=1N=C(C2=C(N1)C(=NN2C)CCC)NC(=O)C=2SC(=CC2)[N+](=O)[O-]